3-(4-((4-amino-3,3-dimethylbutyl)(4-aminobutyl)amino)-1-oxoisoindolin-2-yl)piperidine-2,6-dione dihydrochloride Cl.Cl.NCC(CCN(C1=C2CN(C(C2=CC=C1)=O)C1C(NC(CC1)=O)=O)CCCCN)(C)C